FC=1C(=NC=C(C1)F)CO (3,5-difluoro-2-pyridinyl)methanol